4-(1-(2-Chloro-4-((3-methoxyazetidin-1-yl)methyl)phenyl)-1H-imidazol-4-yl)-N-(1-(methylsulfonyl)piperidin-4-yl)-5-(trifluoromethyl)pyrimidin-2-amine ClC1=C(C=CC(=C1)CN1CC(C1)OC)N1C=NC(=C1)C1=NC(=NC=C1C(F)(F)F)NC1CCN(CC1)S(=O)(=O)C